C[Si](OC)(OC)CCC(F)(F)F methyl-3,3,3-trifluoropropyldimethoxysilane